octyl-2-dodecanol benzoate C(C1=CC=CC=C1)(=O)OC(CCCCCCCCC)CCCCCCCCCC